ClC1=C(C=CC(=C1)OC1=NC=NC2=CC(=C(C=C12)OC)OCCCN1CCCC1)NC(=O)NC=1C=C2C=CN(C2=CC1)C 1-(2-chloro-4-((6-methoxy-7-(3-(pyrrolidin-1-yl)propoxy)quinazolin-4-yl)oxy)phenyl)-3-(1-methyl-1H-indol-5-yl)urea